MesityleneFormaldehyde C1(=C(C(=CC(=C1)C)C)C=O)C